(7S)-11,12-dichloro-9-(2,6-difluorophenyl)-3,7-dimethyl-2,4,5,8,13-pentaazatricyclo[8.4.0.02,6]tetradeca-1(10),3,5,8,11,13-hexa-ene ClC=1C=2C(=N[C@H](C3=NN=C(N3C2C=NC1Cl)C)C)C1=C(C=CC=C1F)F